3-(4-(tert-butyl)phenyl)-N-(3-chlorophenyl)-9-phenyl-9H-carbazol-4-amine C(C)(C)(C)C1=CC=C(C=C1)C=1C=CC=2N(C3=CC=CC=C3C2C1NC1=CC(=CC=C1)Cl)C1=CC=CC=C1